(prop-2-yn-1-yl)thiophen-2-sulfonohydrazid C(C#C)C1=C(SC=C1)S(=O)(=O)NN